Cl.N[C@@H]1CN(CCC1)C1=NC2=C(N1[C@H](C)C1=CC=C(C#N)C=C1)C=CC=C2 4-((R)-1-(2-((S)-3-Aminopiperidin-1-yl)-1H-benzo[d]imidazol-1-yl)ethyl)benzonitril-hydrochlorid